(-)-1-hydroxy-3-propanamine OCCCN